5-bromo-6-chloro-2,2-difluorobenzo[d][1,3]dioxole BrC1=CC2=C(OC(O2)(F)F)C=C1Cl